C1(CC1)C=1N=C(C(=NC1C1=CC=CC=2N(C=NC21)C)C(=O)N)NC=2C(=NN(C2)C2CCN(CC2)C)C 5-cyclopropyl-6-(1-methylbenzimidazol-4-yl)-3-[[3-methyl-1-(1-methyl-4-piperidinyl)pyrazol-4-yl]amino]pyrazine-2-carboxamide